1-Methylazetidin-3-yl (4-((7-cyano-1-methyl-2-((1-methyl-2-oxo-5-(trifluoromethyl)-1,2-dihydropyridin-3-yl)amino)-1H-imidazo[4,5-b]pyridin-6-yl)oxy)pyridin-2-yl)carbamate C(#N)C1=C2C(=NC=C1OC1=CC(=NC=C1)NC(OC1CN(C1)C)=O)N=C(N2C)NC=2C(N(C=C(C2)C(F)(F)F)C)=O